FC=1C=C(C=C(C1)F)[C@@H]1CC[C@H]2OC3(CN21)C(CN(CC3)C(=O)C=3N=C(SC3)CC#N)=O {4-[(5'S,7a'R)-5'-(3,5-difluorophenyl)-3-oxo-tetrahydro-1H,3'H-spiro[piperidine-4,2'-pyrrolo[2,1-b][1,3]oxazole]-1-carbonyl]-1,3-thiazol-2-yl}acetonitrile